1-(4-methylbenzoyl)-1H-imidazole silver [Ag].CC1=CC=C(C(=O)N2C=NC=C2)C=C1